NCCC(C(C(C(=O)O)([2H])[2H])([2H])[2H])([2H])[2H] 6-aminocaproic acid-d6